C(C)(C)(C)OC(=O)N1CC(=CC1)C1=CC=C(C=C1)C 3-(4-Methylphenyl)-2,5-dihydro-1H-pyrrole-1-carboxylic acid tert-butyl ester